OC1=C(C(=O)O)C=C(C=C1)NC(=O)NCCNC(C(CC)OCCCC\C=C/C\C=C/C\C=C/C\C=C/C\C=C/CC)=O 2-Hydroxy-5-(3-(2-(2-((5Z,8Z,11Z,14Z,17Z)-icosa-5,8,11,14,17-pentaen-1-yloxy)butanamido)ethyl)ureido)benzoic acid